((2R,4R*,6S)-4-(2-aminooxazolo[4,5-c]pyridin-7-yl)-6-methyltetrahydro-2H-pyran-2-yl)((S)-6,8-dichloro-1-methyl-3,4-dihydroisoquinolin-2(1H)-yl)methanone NC=1OC2=C(C=NC=C2[C@H]2C[C@@H](O[C@H](C2)C)C(=O)N2[C@H](C3=C(C=C(C=C3CC2)Cl)Cl)C)N1 |o1:9|